1-(1-acryloylpyrrolidin-3-yl)-5-amino-3-((3,5-dimethoxyphenyl)ethynyl)-1H-pyrazole-4-carboxamide C(C=C)(=O)N1CC(CC1)N1N=C(C(=C1N)C(=O)N)C#CC1=CC(=CC(=C1)OC)OC